[Si](C)(C)(C(C)(C)C)OCC(COC1=NN(C(=C1[N+](=O)[O-])C1CC1)C=1C(=NC=CC1)OC)F 3-(3-(3-((tert-butyldimethylsilyl)oxy)-2-fluoropropoxy)-5-cyclopropyl-4-nitro-1H-pyrazol-1-yl)-2-methoxypyridine